1-(4-cyclopropyl-1'-methyl-1-phenyl-1h,1'h-[3,4'-bipyrazole]-5-yl)-3-((3s,4r)-4-(3,4-difluorophenyl)-1-(2-methoxyethyl)pyrrolidin-3-yl)urea C1(CC1)C=1C(=NN(C1NC(=O)N[C@@H]1CN(C[C@H]1C1=CC(=C(C=C1)F)F)CCOC)C1=CC=CC=C1)C=1C=NN(C1)C